(2S,4R)-4-(2-((4-fluorophenyl)amino)-2-oxoethyl)-1-(2-methylbenzofuro[3,2-d]pyrimidin-4-yl)pyrrolidine-2-carboxylic acid FC1=CC=C(C=C1)NC(C[C@H]1C[C@H](N(C1)C=1C2=C(N=C(N1)C)C1=C(O2)C=CC=C1)C(=O)O)=O